NC(CN1N=CC(=C1)C=1SC=C(N1)NC(=O)N[C@H]1CCOC2=C(C=CC=C12)Cl)C 1-[2-[1-(2-aminopropyl)pyrazol-4-yl]thiazol-4-yl]-3-[(4S)-8-chlorochroman-4-yl]urea